8-CHLORO-5-METHOXY-2-OXO-1,2-DIHYDRO-QUINOLINE-4-CARBALDEHYDE ClC=1C=CC(=C2C(=CC(NC12)=O)C=O)OC